10H-Phenoxaphosphine-2,8-dicarboxylic acid C1=C(C=CC=2OC3=CC=C(C=C3PC12)C(=O)O)C(=O)O